C(#N)C=1C=CC(=C2N=CC=NC12)N1C[C@H](C[C@@H](C1)C)C(=O)NC1CN(CCC1)C trans-1-(8-cyanoquinoxalin-5-yl)-5-methyl-N-(1-methyl-3-piperidinyl)piperidine-3-carboxamide